methyl alaninate N[C@@H](C)C(=O)OC